gamma-(methacryloyloxy)propyl-tri(beta-methoxyethoxy)silane (S)-Methyl-2-((2S,3R)-2-(((benzyloxy)carbonyl)amino)-3-(tert-butoxy)butanamido)-4-methylpentanoate COC([C@H](CC(C)C)NC([C@H]([C@@H](C)OC(C)(C)C)NC(=O)OCC1=CC=CC=C1)=O)=O.C(C(=C)C)(=O)OCCC[Si](OCCOC)(OCCOC)OCCOC